6-chloro-2,4,5-trimethyl-4,5-dihydro-2H-[1,2,3]triazolo[4',5':4,5]pyrido[3,2-d]pyrimidine ClC1=C2C(=NC=N1)C=1C(C(N2C)C)=NN(N1)C